(4-fluoro-2-iodo-3-methoxyphenyl)-2,2-dimethylpropionamide FC1=C(C(=C(C=C1)CC(C(=O)N)(C)C)I)OC